bis-[4-(p-cumyl-benzylsulfonyloxy)phenyl]urea C(C)(C)(C1=CC=CC=C1)C1=CC=C(CS(=O)(=O)OC2=CC=C(C=C2)NC(NC2=CC=C(C=C2)OS(=O)(=O)CC2=CC=C(C=C2)C(C)(C)C2=CC=CC=C2)=O)C=C1